C(CC)(=O)O.C(CC)(=O)O.CC(CCC(=O)N)C 4-methyl-pentanoamide dipropionate